NC=1C(=NSN1)C(=O)O 4-amino-1,2,5-thiadiazole-3-carboxylic acid